C(CCC)[C@@H]1N([C@H](C2=CC(=C(C=C2C1)OC)OC)C1=CC=C(C(=O)NC2CC2)C=C1)C(CCl)=O 4-((1S,3S)-3-butyl-2-(2-chloroacetyl)-6,7-dimethoxy-1,2,3,4-tetrahydroisoquinolin-1-yl)-N-cyclopropylbenzamide